(E)-6-amino-5-(((5-bromothiophen-2-yl)methylene)amino)-2-mercaptopyrimidin-4-ol NC1=C(C(=NC(=N1)S)O)/N=C/C=1SC(=CC1)Br